(R)-(4-amino-7-fluoroimidazo[1,5-a]quinoxalin-8-yl)(3-(4-(trifluoromethoxy)phenyl)morpholino)methanone NC=1C=2N(C3=CC(=C(C=C3N1)F)C(=O)N1[C@@H](COCC1)C1=CC=C(C=C1)OC(F)(F)F)C=NC2